(2R)-2-{4-[(2S)-2-amino-2-cycloheptylacetamido]-6-oxopyridazin-1-yl}-N-methyl-N-(2,2,2-trifluoroethyl)propanamide N[C@H](C(=O)NC=1C=NN(C(C1)=O)[C@@H](C(=O)N(CC(F)(F)F)C)C)C1CCCCCC1